C(CCCCCNC(=O)N(C1=CC=CC=C1)C1=CC=CC=C1)NC(=O)N(C1=CC=CC=C1)C1=CC=CC=C1 1,1'-(hexane-1,6-diyl)bis(3,3-diphenylurea)